OC1=C2C(N(C=C1)CC1=CC=C(C=C1)OC)=CCS2 7-hydroxy-4-(4-methoxybenzyl)thieno[3,2-b]pyridine